(S)-5-Bromo-1-methyl-3-(5-(3-methylmorpholine-4-carbonyl)pyridine-2-ylamino)pyridin-2(1H)-one BrC=1C=C(C(N(C1)C)=O)NC1=NC=C(C=C1)C(=O)N1[C@H](COCC1)C